(S)-N-(3-(1-((2-ethyl-2H-pyrazolo[3,4-b]pyrazin-6-yl)amino)ethyl)phenyl)-1-(2-fluoroethyl)-1H-pyrazole-4-carboxamide C(C)N1N=C2N=C(C=NC2=C1)N[C@@H](C)C=1C=C(C=CC1)NC(=O)C=1C=NN(C1)CCF